3-[(2E)-3,7-dimethyloct-2,6-dien-1-yl]-2,4-dihydroxy-6-propylbenzoic acid C\C(=C/CC=1C(=C(C(=O)O)C(=CC1O)CCC)O)\CCC=C(C)C